tetramethylphenylenedi-amine CN(C1=C(C=CC=C1)N(C)C)C